C(=O)O.ClC1=C(C=CC(=C1F)OC(F)F)C1=CN=C(N1C)C(=O)NC1=CC(=C(C=C1)C(=O)N1CCN(CC1)C(CC1(CCNCC1)O)=O)Cl 5-[2-chloro-4-(difluoromethoxy)-3-fluoro-phenyl]-N-[3-chloro-4-[4-[2-(4-hydroxy-4-piperidyl)acetyl]piperazine-1-carbonyl]phenyl]-1-methyl-imidazole-2-carboxamide formate